CNC=1N=C2C=C(N(C2=CC1)C)[Si](F)(C(C)(C)C)C(C)(C)C n-methyl-{2-[di(tert-butyl)(fluoro)silyl]-1-methyl-1H-1,4-diazainden-5-yl}amine